2-amino-(trifluoromethoxy)benzothiazole NC=1SC2=C(N1)C(=CC=C2)OC(F)(F)F